C(CCCCCCC)[N+](C)(C)CCCCCCCC N,N-dioctyl-N,N-dimethylammonium